The molecule is a hydroperoxy fatty acid that is (14S,15R)-epoxy-(5Z,9E,11Z)-icosatrienoic acid in which the hydroperoxy group is located at position 8S. It has a role as a human xenobiotic metabolite and a mouse metabolite. It is a conjugate acid of an (8S)-hydroperoxy-(14S,15R)-epoxy-(5Z,9E,11Z)-icosatrienoate. CCCCC[C@@H]1[C@@H](O1)C/C=C\\C=C\\[C@H](C/C=C\\CCCC(=O)O)OO